(S)-2-(2,5-difluoro-4-(6-((5-(pyridin-2-yl)thiazol-2-yl)methoxy)pyridin-2-yl)benzyl)-1-(oxetan-2-ylmethyl)-1H-benzo[d]imidazole-6-carboxylic acid FC1=C(CC2=NC3=C(N2C[C@H]2OCC2)C=C(C=C3)C(=O)O)C=C(C(=C1)C1=NC(=CC=C1)OCC=1SC(=CN1)C1=NC=CC=C1)F